(S)-N-((S)-1'-(8-((2-amino-3-chloropyridin-4-yl)thio)imidazo[1,2-c]pyrimidin-5-yl)-5,7-dihydrospiro[cyclopenta[b]pyridin-6,4'-piperidin]-5-yl)-2-methylpropan-2-sulfinamide NC1=NC=CC(=C1Cl)SC=1C=2N(C(=NC1)N1CCC3(CC1)[C@@H](C=1C(=NC=CC1)C3)N[S@@](=O)C(C)(C)C)C=CN2